O.O[C@@]1(C2=CC=CC=C2C=2C(=CC(=CC12)OCCC(C)(C)O)C=1C=NN(C1)C(C(=O)N)(C)C)C(F)(F)F {4-[(9R)-9-hydroxy-2-(3-hydroxy-3-methylbutyloxy)-9-(trifluoromethyl)-9H-fluoren-4-yl]-1H-pyrazol-1-yl}-2-methylpropanamide monohydrate